N-aminotriethyl-beta-aminoethyl-triethoxysilane NNCC[Si](OCC(CC)(CC)CC)(OCC)OCC